BrC=1C=C(C=CC1OC)C(C(=O)O)CC (3-bromo-4-methoxyphenyl)butanoic acid